6-bromo-[1,2,4]triazolo[1,5-a]pyridine-8-carboxylic acid BrC=1C=C(C=2N(C1)N=CN2)C(=O)O